N-[4-(difluoromethoxy)-2,5-difluorophenyl]-5-(2-methoxyphenyl)-1H-pyrrole-3-sulfonamide FC(OC1=CC(=C(C=C1F)NS(=O)(=O)C1=CNC(=C1)C1=C(C=CC=C1)OC)F)F